C(C)C1=NN2C(N=C(C=C2C)C)=C1CC1=CC=C(C=C1)C=CCN1CCNCC1 4-(3-(4-((2-ethyl-5,7-dimethylpyrazolo[1,5-a]pyrimidin-3-yl)methyl)phenyl)allyl)piperazin